OC1=NC2=C(OC13N(C1=CC=CC=C1C3)C(C)C)C=CC3=CC=CC=C32 hydroxy-1-isopropylspiro[indoline-2,3'-(3H)-naphtho(2,1-b)-1,4-oxazine]